1-(5-{[(5-Chlorothiophen-2-yl)methyl]amino}-3-[1-(morpholin-4-carbonyl)piperidin-4-yl]-1H-pyrazol-1-yl)-3-hydroxy-2,2-dimethylpropan-1-on ClC1=CC=C(S1)CNC1=CC(=NN1C(C(CO)(C)C)=O)C1CCN(CC1)C(=O)N1CCOCC1